OC1(OCCCC1)C(=O)O tetrahydro-2-hydroxy-pyran-2-carboxylic acid